CC1(OB(OC1(C)C)C=1C=CC=2N(C1)C=NC2C(=O)OC)C methyl 6-(4,4,5,5-tetramethyl-1,3,2-dioxaborolan-2-yl)imidazo[1,5-a]pyridine-1-carboxylate